(S)-3-(5-(hydroxymethyl)-6-methylpyridin-3-yl)-3-(8-methyl-3-(trifluoromethyl)-[1,2,4]triazolo[4,3-a]pyridin-7-yl)propanoate OCC=1C=C(C=NC1C)[C@@H](CC(=O)[O-])C1=C(C=2N(C=C1)C(=NN2)C(F)(F)F)C